BrC1=C(C=2NC3=C(C(=C(C(=C3C2C(=N1)[2H])[2H])[2H])[2H])[2H])[2H] 3-Bromo-5H-pyrido[4,3-b]indole-1,4,6,7,8,9-d6